2,4,6-tris(4-fluorophenyl)boroxine FC1=CC=C(C=C1)B1OB(OB(O1)C1=CC=C(C=C1)F)C1=CC=C(C=C1)F